3-((2-(3-(dimethylamino)propyl)-6-(2-fluorophenyl)-2H-indazol-3-yl)amino)propylamine CN(CCCN1N=C2C=C(C=CC2=C1NCCCN)C1=C(C=CC=C1)F)C